NC1=CC=C2C(=N1)CC[C@H]2NC(=O)[C@@H]2[C@@H]1C[C@@H]1CN2C(=O)[C@@H]2NC[C@H](C2)CC2=CC=C(C=C2)F (1R,2S,5S)-N-((R)-2-amino-6,7-dihydro-5H-cyclopenta[b]pyridin-5-yl)-3-((2R,4S)-4-(4-fluorobenzyl)pyrrolidine-2-carbonyl)-3-azabicyclo[3.1.0]hexane-2-carboxamide